Dimethyl cinnamoyl-L-glutamate C(C=CC1=CC=CC=C1)(=O)N[C@@H](CCC(=O)OC)C(=O)OC